rel-(3R,4S)-3-(3-amino-1-prop-2-enoyl-4-piperidinyl)-1-methyl-7-[4-(4-methylpiperazin-1-yl)anilino]-4H-pyrimido[4,5-d]pyrimidin-2-one N[C@@H]1CN(CC[C@@H]1N1C(N(C2=NC(=NC=C2C1)NC1=CC=C(C=C1)N1CCN(CC1)C)C)=O)C(C=C)=O |o1:1,6|